CNC(=O)C(=O)NC1=CSC=C1 N-methyl-N'-thiophen-3-yl-oxamide